tert-butyl (3R)-3-(pyridine-2-carbonylamino)piperidine-1-carboxylate N1=C(C=CC=C1)C(=O)N[C@H]1CN(CCC1)C(=O)OC(C)(C)C